3-[(9Z,12Z)-octadeca-9,12-dien-1-yloxy]propan C(CCCCCCC\C=C/C\C=C/CCCCC)OCCC